N-trans-[4-[[6-bromo-3-[N'-(2-chloro-5-fluoro-phenyl)carbamimidoyl]pyrrolo[1,2-b]pyridazin-4-yl]amino]cyclohexyl]-2,2,2-trifluoro-N-methyl-acetamide BrC=1C=C2N(N=CC(=C2NC2CCC(CC2)N(C(C(F)(F)F)=O)C)C(N)=NC2=C(C=CC(=C2)F)Cl)C1